[Ca+2].P(=O)([O-])([O-])[O-].C(=CC1=CC=CC=C1)OC1=CC=CC=C1.P(=O)([O-])([O-])[O-].[Ca+2].[Ca+2] styrylphenyl ether phosphate calcium salt